NC1=C(NC2=CC3=C(NC(N3)=O)C=C2)C=CC=C1 5-(2-aminoanilino)-1,3-dihydrobenzimidazol-2-one